bis[(2-methoxyphenyl)phosphino]ethane COC1=C(C=CC=C1)PC(C)PC1=C(C=CC=C1)OC